5-{6-[(5-methoxypyridin-2-yl)methoxy]-[1,3]oxazolo[5,4-b]pyridin-2-yl}pyridine-2-carboxylic acid methyl ester COC(=O)C1=NC=C(C=C1)C=1OC2=NC=C(C=C2N1)OCC1=NC=C(C=C1)OC